tert-Butyl 4-(4-amino-3-(4-((5-fluoro-2-methoxybenzamido)methyl)phenyl)-1H-pyrazolo[3,4-d]pyrimidin-1-yl)-[1,4'-bipiperidine]-1'-carboxylate NC1=C2C(=NC=N1)N(N=C2C2=CC=C(C=C2)CNC(C2=C(C=CC(=C2)F)OC)=O)C2CCN(CC2)C2CCN(CC2)C(=O)OC(C)(C)C